FC=1C=C(C=C(C1)OC)C1=CC=C(C=C1)COCCCCCCN1C[C@@H]([C@H]([C@@H]([C@H](C1)O)O)O)O (3S,4R,5R,6S)-1-{6-[(3'-fluoro-5'-methoxy-4-biphenylyl)methoxy]hexyl}-3,4,5,6-azepanetetrol